4-(((3s,4r)-1-((2-chloro-4-methylphenyl)sulfonyl)-4-hydroxy-4-(hydroxymethyl)pyrrolidin-3-yl)oxy)-2-fluorobenzonitrile ClC1=C(C=CC(=C1)C)S(=O)(=O)N1C[C@@H]([C@@](C1)(CO)O)OC1=CC(=C(C#N)C=C1)F